N1(CCOCC1)C(=O)C1CN(C1)C(=O)[C@@H]1CC[C@H]2N1C(C(C[C@H]1[C@@H](C2)C1)NC(=O)C1=CC2=C(S1)C=CC(=C2)CP(O)(O)=O)=O ((2-(((3S,7aS,8aR,9aR)-3-(3-(morpholine-4-carbonyl)azetidine-1-carbonyl)-5-oxodecahydro-1H-cyclopropa[d]pyrrolo[1,2-a]azocin-6-yl)carbamoyl)benzo[b]thiophen-5-yl)methyl)phosphonic acid